tert-butyl (2-methyl-4-(6-(1-methyl-1H-pyrazol-4-yl)pyrazolo[1,5-a]pyridin-4-yl)benzyl)carbamate CC1=C(CNC(OC(C)(C)C)=O)C=CC(=C1)C=1C=2N(C=C(C1)C=1C=NN(C1)C)N=CC2